1-phenylethane-1-on C1(=CC=CC=C1)C(C)=O